The molecule is an amino acid zwitterion, obtained by transfer of a proton from the carboxylic acid group to the amino group of 2,3-dihydro-3-hydroxyanthranilic acid. It is a tautomer of a 2,3-dihydro-3-hydroxyanthranilic acid. C1=CC(C(C(=C1)C(=O)[O-])[NH3+])O